OP(O)OP(O)O.C(CCCC)C1=C(C=CC(=C1)CCCCC)C(O)(C(CO)(CO)CO)C1=C(C=C(C=C1)CCCCC)CCCCC Bis(2,4-dipentylphenyl)pentaerythritol diphosphite